1-(4-(5-(difluoromethyl)-1,3,4-oxadiazol-2-yl)-2-fluorobenzyl)-3-(2-(dimethylamino)ethyl)-1,3-dihydro-2H-benzo[d]imidazol-2-one FC(C1=NN=C(O1)C1=CC(=C(CN2C(N(C3=C2C=CC=C3)CCN(C)C)=O)C=C1)F)F